2-(2-bromo-6-hydroxyphenoxy)-1-(4-chloro-2-fluorophenyl)ethan-1-one BrC1=C(OCC(=O)C2=C(C=C(C=C2)Cl)F)C(=CC=C1)O